ClC(CC(=O)F)(F)F 3-chloro-3,3-difluoropropionyl fluoride